OCCOC1=CC(=NC(=C1)S(=O)(=O)C)NC1=C(C=NC(=C1)NC(C)=O)C1=NC=C(C=C1)OC1COCC1 N-(4'-((4-(2-hydroxyethoxy)-6-(methylsulfonyl)pyridin-2-yl)amino)-5-((tetrahydrofuran-3-yl)oxy)-[2,3'-bipyridin]-6'-yl)acetamide